3-(2-benzimidazolyl)7-diethylaminocoumarin N1=C(NC2=C1C=CC=C2)C=2C(OC1=CC(=CC=C1C2)N(CC)CC)=O